2-(4-chloro-3-fluoro-thieno[2,3-d]pyridazin-7-yl)-5-fluoro-phenol ClC1=C2C(=C(N=N1)C1=C(C=C(C=C1)F)O)SC=C2F